5-amino-2,3-dimethoxy-benzoic acid NC=1C=C(C(=C(C(=O)O)C1)OC)OC